COC1=NC2=CC=CC=C2C=C1C1=CN=C(N1)[C@H](CCCCCC(CC)=O)NC(=O)C1CCC2(CN(C2)C)CC1 (S)-N-(1-(5-(2-methoxyquinolin-3-yl)-1H-imidazol-2-yl)-7-oxononyl)-2-methyl-2-azaspiro[3.5]nonane-7-carboxamide